BrC1=NN(C(=C1)C(=O)N(C)C1=C(C=C(C=C1C(N(CC)C)=O)Cl)Br)C1=NC=CC=C1Cl 3-bromo-1-(3-chloropyridin-2-yl)-N-(2-bromo-4-chloro-6-(methylethylcarbamoyl)phenyl)-N-methyl-1H-pyrazole-5-carboxamide